ClC1=NC2=CC=CC=C2C(=C1N)NCC1=CC(=CC=C1)CN(CC)CC 2-chloro-N4-(3-((diethylamino)methyl)benzyl)quinoline-3,4-diamine